2-Chloro-5-{[(3,3-dimethylbutyryl)amino]methyl}-N-{1-[4-(trifluoromethyl)phenyl]-1H-indazol-4-yl}benzamide ClC1=C(C(=O)NC2=C3C=NN(C3=CC=C2)C2=CC=C(C=C2)C(F)(F)F)C=C(C=C1)CNC(CC(C)(C)C)=O